ClC1=C(C=CC=C1)CC(=O)NC=1C=C(C2=CN(N=C2C1)CC1=CC=C(C=C1)C)S(N)(=O)=O 2-(2-chlorophenyl)-N-(2-(4-methylbenzyl)-4-sulfamoyl-2H-indazol-6-yl)acetamide